4-bromo-7-{[(tert-butyldimethylsilyl)oxy]methyl}-1H-indole BrC1=C2C=CNC2=C(C=C1)CO[Si](C)(C)C(C)(C)C